(1S,2R)-N-(5-(6-methoxypyrazolo[1,5-a]pyridin-2-yl)-8-(methylamino)-2,7-naphthyridin-3-yl)-2-methylcyclopropane-1-carboxamide COC=1C=CC=2N(C1)N=C(C2)C2=C1C=C(N=CC1=C(N=C2)NC)NC(=O)[C@@H]2[C@@H](C2)C